CC(C)(C1=CC=CC=C1)S(=O)(=O)N (1-methyl-1-phenyl-ethyl)sulfonamide